O-methyl-N-[(2-methyl-5-thiazolyl)carbonyl]-L-seryl-O-methyl-N-[(1S)-2-[(2R)-2-methyl-2-oxiranyl]-2-oxo-1-(phenylmethyl)ethyl]-L-serylamide COC[C@H](NC(=O)C1=CN=C(S1)C)C(=O)N([C@@H](COC)C(=O)[NH-])[C@H](C(=O)[C@@]1(OC1)C)CC1=CC=CC=C1